The molecule is an inositol phosphate oxoanion obtained by deprotonation of the phospho groups of 1D-myo-inositol 3,4-biphosphate; major species at pH 7.3. It is a conjugate base of a 1D-myo-inositol 3,4-bisphosphate. [C@@H]1([C@@H]([C@@H]([C@@H]([C@H]([C@@H]1O)OP(=O)([O-])[O-])OP(=O)([O-])[O-])O)O)O